C(=O)SCC1=CC=CO1 S-furfuryl thiocarboxylate